CNCCN(CCN(CCNC)C)C N,N',N'',N'''-tetramethyl(triethylenetetramine)